(R)-6-(4-(1-acetyl-4-acryloylpiperazin-2-yl)-6-chloropyridin-2-yl)-N-methyl-2-(methylthio)pyrimidine-4-carboxamide C(C)(=O)N1[C@@H](CN(CC1)C(C=C)=O)C1=CC(=NC(=C1)Cl)C1=CC(=NC(=N1)SC)C(=O)NC